C(#N)C=1C=C(C=CC1OC(C)C)C1=NC(=NO1)N1CCCC2=CC(=CC=C12)CNC(CC(=O)O)C 3-(((1-(5-(3-cyano-4-isopropoxyphenyl)-1,2,4-oxadiazol-3-yl)-1,2,3,4-tetrahydroquinolin-6-yl)methyl)amino)butanoic acid